CN1N=C2N(C3=CC=C(C=C3C2=C1)C(=O)[O-])C1=CC=C(C=C1)C(F)(F)F.[Na+] sodium 2-methyl-8-[4-(trifluoromethyl) phenyl]-2H,8H-pyrazolo[3,4-b]indole-5-carboxylate